2,2,2-trichloroethyl (E)-(1-(5,5,6,7,7-pentamethyl-4,8-dioxo-1,3,6,2-dioxazaborocan-2-yl)hex-2-en-1-yl)sulfamate CC1(C(OB(OC(C(N1C)(C)C)=O)C(\C=C\CCC)NS(OCC(Cl)(Cl)Cl)(=O)=O)=O)C